3-(2-{[(1S,3S)-3-[(5-aminopent-2-yl)amino]cyclopentyl]amino}-5-(trifluoromethyl)pyrimidin-4-yl)-1H-indole-6-carboxylic acid NCCCC(C)N[C@@H]1C[C@H](CC1)NC1=NC=C(C(=N1)C1=CNC2=CC(=CC=C12)C(=O)O)C(F)(F)F